tert-butyl (S)-2-(5-(ethoxycarbonyl)-4-(4-(pyridazin-3-ylcarbamoyl)phenyl)-1H-imidazol-2-yl)piperidine-1-carboxylate C(C)OC(=O)C1=C(N=C(N1)[C@H]1N(CCCC1)C(=O)OC(C)(C)C)C1=CC=C(C=C1)C(NC=1N=NC=CC1)=O